O=C1CCC(N1CC1=CC(=C(C(=C1)F)F)F)CC(=O)O 2-[5-oxo-1-[(3,4,5-trifluorophenyl)methyl]pyrrolidin-2-yl]acetic acid